C(C1=CC=CC=C1)N1[C@H]2[C@@H]([C@@H]3C=N[C@]2([C@H](CC1)C3)C(=O)NCC(C)C)CC3=CC=CC=C3 |o1:8,9,10,13,14| (1R*,2R*,3S*,7S*,8S*)-4-benzyl-8-isobutylaminocarbonyl-2-benzyl-4,9-diazatricyclo[5.3.1.03,8]undeca-9-ene